4-[3-(difluoromethoxy)phenyl]-2-[(2S)-2-methylazetidin-1-yl]-6,7-dihydro-5H-cyclopenta[d]pyrimidine FC(OC=1C=C(C=CC1)C=1C2=C(N=C(N1)N1[C@H](CC1)C)CCC2)F